1-(2,4-dihydroxy-3-methylphenyl)-2,2-dimethylpropan-1-one OC1=C(C=CC(=C1C)O)C(C(C)(C)C)=O